tert-butyl 3-(4-((4-(tert-butoxy)-4-oxobutyl)(methyl)amino)-1-oxoisoindolin-2-yl)-2,6-dioxopiperidine-1-carboxylate C(C)(C)(C)OC(CCCN(C1=C2CN(C(C2=CC=C1)=O)C1C(N(C(CC1)=O)C(=O)OC(C)(C)C)=O)C)=O